glutamic acid diacetic acid tetrapotassium salt [K+].[K+].[K+].[K+].C(CN([C@@H](CCC(=O)[O-])C(=O)[O-])CC(=O)[O-])(=O)[O-]